P(=O)(O)(O)OCC(=O)[C@@H](O)[C@H](O)[C@H](O)[C@H](O)COP(=O)(O)O Sedoheptulose 1,7-bisphosphate